C(#N)COC(COC(=O)C1(CCC1)OC1=C(C=C(C(=C1)N1C(N(C(=CC1=O)C(F)(F)F)C)=O)F)Cl)=O 2-(Cyanomethoxy)-2-oxoethyl-1-{2-chloro-4-fluoro-5-[3-methyl-2,6-dioxo-4-(trifluoromethyl)-3,6-dihydropyrimidin-1(2H)-yl]phenoxy}cyclobutanecarboxylate